CC1(CC(NC2=CC=C(C=C12)N1CC(=CC=C1)CC)=O)C N-(4,4-dimethyl-2-oxo-1,3-dihydroquinolin-6-yl)-3-ethyl-pyridine